(cyanomethyl)-4-(2-((1-cyclopropyl-1H-pyrazol-4-yl)amino)-5-(difluoromethyl)pyrimidin-4-yl)benzamide C(#N)CC1=C(C(=O)N)C=CC(=C1)C1=NC(=NC=C1C(F)F)NC=1C=NN(C1)C1CC1